NC=1C(=CC(=NC1)Br)N[C@H]1C[C@H](CCC1)NC(OC(C)(C)C)=O tert-butyl N-[(1S,3R)-3-[(5-amino-2-bromo-4-pyridyl)amino]cyclohexyl]carbamate